OC1=C(C=C(C=C1)OCCCN1CCOCC1)CC 1-(2-hydroxy-5-(3-morpholinopropoxy)phenyl)ethane